C(C)C=1C=CC(=C(C1)C(C(=O)N)(CC)N1C=2C(=CC=C1)N=C(N2)SCC2=CC=C(C=C2)F)C (5-Ethyl-2-methylphenyl)-2-(2-((4-fluorobenzyl)thio)-4H-imidazo[4,5-b]pyridin-4-yl)butanamide